ClC1=CC(=C(C=C1)C=1C=2N(N=C(C1)[C@H]1C[C@H](OCC1)C=1C=NN(C1)C)C(C(=C(N2)C)C)=O)F 9-(4-chloro-2-fluorophenyl)-2,3-dimethyl-7-[(2S,4R)-2-(1-methylpyrazol-4-yl)oxan-4-yl]pyrimido[1,2-b]pyridazin-4-one